3-undecyl-2,5-dihydroxycyclohexadiene-1,4-dione C(CCCCCCCCCC)C1=C(C(C=C(C1=O)O)=O)O